C1CCC12COC(C2)=O 6-oxaspiro[3.4]-7-octanone